N,6-dimethyl-5-(piperazin-1-yl)pyridine-2-carboxamide CNC(=O)C1=NC(=C(C=C1)N1CCNCC1)C